1H-indol-2-yl-boronic acid N1C(=CC2=CC=CC=C12)B(O)O